n-Boc-bromoethylamine CC(C)(C)OC(=O)NCCBr